5-methyl-4-((3-(methylcarbamoyl)phenyl)carbamoyl)-1H-imidazole 3-oxide CC1=C([N+](=CN1)[O-])C(NC1=CC(=CC=C1)C(NC)=O)=O